2-(2,5-dichlorophenyl)benzoquinone ClC1=C(C=C(C=C1)Cl)C=1C(C=CC(C1)=O)=O